O1CCN(CC1)NC(CC)=O N-morpholinopropaneamide